bis(1-octyl) phenyl phosphate P(=O)(OCCCCCCCC)(OCCCCCCCC)OC1=CC=CC=C1